FC(OC1=C(C=CC=C1)C1CCN(CC1)[C@@H]1CC2(CN(C2)C=2OC=CN2)CC1)(F)F (S)-2-(6-(4-(2-(trifluoromethoxy)phenyl)piperidin-1-yl)-2-azaspiro[3.4]octan-2-yl)oxazole